N-[(1S)-2,2-dicyclopropyl-1-[[4-(3-cyclopropyl-5-methyl-1H-pyrazol-4-yl)phenyl]carbamoyl]ethyl]-2-isopropyl-pyrazole-3-carboxamide C1(CC1)C([C@@H](C(NC1=CC=C(C=C1)C=1C(=NNC1C)C1CC1)=O)NC(=O)C=1N(N=CC1)C(C)C)C1CC1